ClC1=NN=NC=C1 chloro-triazine